N-(6-chloro-4-methoxypyridin-3-yl)-1-(2,6-dimethylpyridin-4-yl)-3-(2-isopropylphenyl)azetidine-3-carboxamide ClC1=CC(=C(C=N1)NC(=O)C1(CN(C1)C1=CC(=NC(=C1)C)C)C1=C(C=CC=C1)C(C)C)OC